C1(CCCCC1)N1CCN(CC1)C(C1=NN=NN1CCC1=CC=CC=C1)C1=CC=C(C=C1)F 1-cyclohexyl-4-((4-fluorophenyl)(1-phenethyl-1H-tetrazol-5-yl)methyl)piperazine